azepan-4-yl carbamate C(N)(OC1CCNCCC1)=O